1,8-Naphthylenediamine C1=CC2=C(C(=C1)N)C(=CC=C2)N